2,4-dichloro-5-fluoro-6-phenylpyrimidine ClC1=NC(=C(C(=N1)Cl)F)C1=CC=CC=C1